COC(CCCCCCCCCCCCCCCCC)=O.CC1=C(C(=CC=C1)C)NC(=O)C1N(CCCC1)CCC (N-(2,6-dimethylphenyl)-1-propylpiperidine-2-carboxamide) methyl-stearate